C(C)(C)(C)OC(=O)N1C2CNCC1(C2)C2=CC1=C(N=C(NC1=O)C)C=N2 (2-methyl-4-oxo-3,4-dihydropyrido[3,4-d]pyrimidin-6-yl)-3,6-diazabicyclo[3.1.1]heptane-6-carboxylic acid tert-butyl ester